BrC1=NC(=C(C=2CCCCC12)Br)C=N[S@@](=O)C(C)(C)C (S)-N-((1,4-dibromo-5,6,7,8-tetrahydroisoquinolin-3-yl)methylene)-2-methylpropane-2-sulfinamide